COC1=CC2=C(SCCN2)C=C1N1N=C(C=2C=NC(=CC21)C=2C=NN1C2N=CC=C1)NC(OCCCN1CCN(CC1)C)=O 3-(4-methylpiperazin-1-yl)propyl (1-(6-methoxy-3,4-dihydro-2H-benzo[b][1,4]thiazin-7-yl)-6-(pyrazolo[1,5-a]pyrimidin-3-yl)-1H-pyrazolo[4,3-c]pyridin-3-yl)carbamate